(1R,2S)-2-(3-((5-(difluoromethoxy)-6-morpholinopyrimidin-4-yl)amino)-1H-indazol-6-yl)-5'-methoxyspiro[cyclopropane-1,3'-indolin]-2'-one FC(OC=1C(=NC=NC1N1CCOCC1)NC1=NNC2=CC(=CC=C12)[C@@H]1C[C@@]12C(NC1=CC=C(C=C21)OC)=O)F